ClC1=CC=C(C(=N1)C=1N=NN(N1)C([2H])([2H])[2H])NC(C)C=1C=C(C=C2C(N(C=3N(C12)C=NC3C(=O)N(C)C)C)=O)C 9-(1-((6-chloro-2-(2-(methyl-d3)-2H-tetrazol-5-yl)pyridin-3-yl)amino)ethyl)-N,N,4,7-tetramethyl-5-oxo-4,5-dihydroimidazo[1,5-a]quinazoline-3-carboxamide